dimethyl-isopropylethoxysilane aluminum potassium sulfate octadecanoate C(CCCCCCCCCCCCCCCCC)(=O)[O-].S(=O)(=O)([O-])[O-].[K+].[Al+3].C[Si](OCC)(C(C)C)C